BrC=1C(=NC=CC1)CC1N(C(C2=CC=CC=C12)=O)CC1CCC2(CNC(O2)=O)CC1 (5r,8r)-8-((1-((3-bromopyridin-2-yl)methyl)-3-oxoisoindolin-2-yl)methyl)-1-oxa-3-azaspiro[4.5]decan-2-one